CN(C1=CC=C(C(=N1)F)C1=CC=C(C=C1)C=1N=C2N(C=C(C=C2)OCCOCCOC=2C=C3C(NC(C3=CC2)=O)=O)C1)C 5-[2-[2-[2-[4-[6-(dimethylamino)-2-fluoro-pyridin-3-yl]phenyl]imidazo[1,2-a]pyridin-6-yl]oxyethoxy]ethoxy]isoindole-1,3-dione